C1(=CC=CC=C1)C(C)C(C(N)C(C)C1=CC=CC=C1)N Di(1-Phenylethyl)-1,2-ethandiamin